aminobenzofuranedione NC1=CC=CC2=C1C(C(O2)=O)=O